1-(7-chloro-4-isoquinolyl)-3-[(4-methoxyphenyl)methyl]hexahydropyrimidine-2,4-dione ClC1=CC=C2C(=CN=CC2=C1)N1C(N(C(CC1)=O)CC1=CC=C(C=C1)OC)=O